(S)-1-(1,1-dioxidothio-morpholino)-3-(4-((3-(trifluoromethyl)phenyl)sulfonyl)-6-(6-(trifluoromethyl)pyridin-2-yl)-3,4-dihydro-2H-benzo[b][1,4]-oxazin-2-yl)propan-1-one O=S1(CCN(CC1)C(CC[C@H]1CN(C2=C(O1)C=CC(=C2)C2=NC(=CC=C2)C(F)(F)F)S(=O)(=O)C2=CC(=CC=C2)C(F)(F)F)=O)=O